CCCCCCCCCC(=O)NCC(=O)O The molecule is an N-acylglycine with an acyl group that is decanoyl. It has a role as a metabolite. It is a N-acylglycine, a fatty amide and a secondary carboxamide. It derives from a decanoic acid. It is a conjugate acid of a N-decanoylglycinate.